4-(2-(2-bromo-4-(trifluoromethyl)phenyl)acetyl)-2-(pyridin-3-ylmethoxy)benzonitrile BrC1=C(C=CC(=C1)C(F)(F)F)CC(=O)C1=CC(=C(C#N)C=C1)OCC=1C=NC=CC1